1-(2-Hydroxy-4-morpholinophenyl)ethanone OC1=C(C=CC(=C1)N1CCOCC1)C(C)=O